(2S,3S)-2-(3-methoxyphenyl)-3-methyl-2,3-dihydro-1-benzofuran-6-amine COC=1C=C(C=CC1)[C@H]1OC2=C([C@@H]1C)C=CC(=C2)N